BrC=1C=NN(C1COC)CCOC 4-bromo-1-(2-methoxyethyl)-5-(methoxymethyl)pyrazole